(S)-2-(4-(6-(4-chloro-2-fluorobenzyloxy)-5-fluoropyridin-2-yl)-2-fluorobenzyl)-1-(oxetan-2-ylmethyl)-1H-benzo[d]imidazole-6-carboxylic acid ClC1=CC(=C(COC2=C(C=CC(=N2)C2=CC(=C(CC3=NC4=C(N3C[C@H]3OCC3)C=C(C=C4)C(=O)O)C=C2)F)F)C=C1)F